(6-(chlorosulfonyl)-5-fluoro-2-methylpyridin-3-yl)carbamic acid tert-butyl ester C(C)(C)(C)OC(NC=1C(=NC(=C(C1)F)S(=O)(=O)Cl)C)=O